N-((1S,2R)-2-(6-fluoro-2,3-dimethylphenyl)-1-(5-oxo-4,5-dihydro-1,3,4-oxadiazol-2-yl)propyl)-4-phenoxypiperidine-1-sulfonamide FC1=CC=C(C(=C1[C@H]([C@@H](C=1OC(NN1)=O)NS(=O)(=O)N1CCC(CC1)OC1=CC=CC=C1)C)C)C